C(C1=CC=CC=C1)OCOCC\C=C/CCCCCCCC(OC)OC (3Z)-12,12-dimethoxy-3-dodecenyl benzyloxymethyl ether